2-(1-(5-Chloro-2-((6-methoxy-2-methyl-1,2,3,4-tetrahydroisoquinolin-7-yl)amino)pyrimidin-4-yl)-3-methylindolin-3-yl)acetic acid ClC=1C(=NC(=NC1)NC1=C(C=C2CCN(CC2=C1)C)OC)N1CC(C2=CC=CC=C12)(C)CC(=O)O